FC1(CC(C1)CN1C[C@H]2C([C@H]2C1)CS(=O)(=O)N1[C@H]2CC(C[C@@H]1CC2)NC(=O)C2=NOC(=C2)C2COC2)F N-((1R,3R,5S)-8-((((1R,5S,6r)-3-((3,3-Difluorocyclobutyl)methyl)-3-azabicyclo[3.1.0]hexan-6-yl)methyl)sulfonyl)-8-azabicyclo[3.2.1]octan-3-yl)-5-(oxetan-3-yl)isoxazole-3-carboxamide